CC(C)(OC(=O)NCCNC(=O)C1=C(NC(=C1C)C=O)C)C N-[2-(1,1-dimethylethoxycarbonylamino)ethyl]-2,4-dimethyl-5-formyl-1H-pyrrole-3-carboxamide